CN1CCN(CC1)CC1=C(C=C(C=C1)C1=CC=C(C=C1)COC1(CCCC1)C1=C(C(=O)N)C=CC=N1)[N+](=O)[O-] (1S,2S)-2-((4'-((4-methylpiperazin-1-yl)methyl)-3'-nitro-[1,1'-biphenyl]-4-yl)methoxy-cyclopentyl)nicotinamide